C(=C)C=1C=C(CI)C=CC1 m-vinylbenzyl iodide